CCCCCCCCCCCCCCCCCCCCCCCCCC(=O)N[C@@H](CO)[C@@H](CCCCCCCCCCCCCCC)O The molecule is a dihydroceramide compound having a hexacosanoyl group attached to the nitrogen atom. It has a role as a Saccharomyces cerevisiae metabolite. It is a N-acylsphinganine, a Cer(d44:0) and a N-(very-long-chain fatty acyl)-sphingoid base. It derives from a sphinganine.